imino(4-methoxyphenyl)((7-(5-(trifluoromethyl)-1,2,4-oxadiazol-3-yl)imidazo[1,2-a]pyridin-2-yl)methyl)-λ6-sulfanone N=S(=O)(CC=1N=C2N(C=CC(=C2)C2=NOC(=N2)C(F)(F)F)C1)C1=CC=C(C=C1)OC